S(OC1=CC=C(C=C1)OCC1=C(C=C(C=C1F)C1=NC=NC=C1)F)(=O)(=O)F 4-((2,6-difluoro-4-(pyrimidin-4-yl)benzyl)oxy)phenyl sulfurofluoridate